5,6-dichloro-1-(oxetan-3-yl)-4-(pyrrolidin-1-ylmethyl)-1H-pyrrolo[2,3-b]pyridine ClC=1C(=C2C(=NC1Cl)N(C=C2)C2COC2)CN2CCCC2